O1CCN(CC1)CC=1NC(=NN1)C(=O)OCC ethyl 5-(morpholinomethyl)-4H-1,2,4-triazole-3-carboxylate